C(C=C)(=O)N1CCN(CC1)C1=CC(N(C2=CC(=C(C=C12)F)C1=C(C=CC=C1O)F)C1=C(C=CC=C1C)CC)=O 4-(4-Acryloylpiperazin-1-yl)-1-(2-ethyl-6-methylphenyl)-6-fluoro-7-(2-fluoro-6-hydroxyl-Phenyl)quinolin-2(1H)-one